α-cyano-4-acetoxystyrene C(#N)C(=C)C1=CC=C(C=C1)OC(C)=O